O1C(=NC=C1)C[C@@H](C(N[C@@H](CCCC1=CC=CC=C1)B1O[C@@]2([C@H](O1)C[C@H]1C([C@@H]2C1)(C)C)C)=O)NC(=O)C1=NC=CN=C1 N-((S)-3-(oxazol-2-yl)-1-oxo-1-(((R)-4-phenyl-1-((3aS,4S,6S,7aR)-3a,5,5-trimethylhexahydro-4,6-methanobenzo[d][1,3,2]dioxaborol-2-yl)butyl)amino)propan-2-yl)pyrazine-2-carboxamide